5-(((trans-3-(3-cyclopropyl-4-((1-methyl-1H-pyrazol-4-yl)amino)-1H-pyrazol-1-yl)cyclobutyl)methyl)amino)-2-(2,6-dioxopiperidin-3-yl)isoindoline-1,3-dione C1(CC1)C1=NN(C=C1NC=1C=NN(C1)C)[C@@H]1C[C@H](C1)CNC=1C=C2C(N(C(C2=CC1)=O)C1C(NC(CC1)=O)=O)=O